amino-amide hydrochloride Cl.N[NH-]